C12NCC(C1N1C=NC=3C(=NC=4C(=C(C=CC4C31)C3=C(C(=CC(=C3)O)Cl)C3CC3)F)N3CC(C3)N(C)C)C2 1-(2-azabicyclo[2.1.1]hexan-5-yl)-7-(3-chloro-2-cyclopropyl-5-hydroxyphenyl)-4-(3-(dimethylamino)azetidin-1-yl)-6-fluoro-1H-imidazo[4,5-c]quinolin